(R)-N-(4-(((2-(2-(Hydroxymethyl)pyrrolidin-1-yl)-8-isopropylpyrazolo[1,5-a][1,3,5]triazin-4-yl)amino)methyl)phenyl)acetamide OC[C@@H]1N(CCC1)C1=NC=2N(C(=N1)NCC1=CC=C(C=C1)NC(C)=O)N=CC2C(C)C